C1(=CC=CC=C1)S(=O)(=O)OCCCCCCCCCCCCCCC.[Mg] Magnesium pentadecyl benzenesulfonate